(R)-6-(1-acetyl-4-methoxypiperidin-4-yl)-2,8-dimethyl-4-((1-(2-methyl-3-(trifluoromethyl)phenyl)prop-2-yn-1-yl)amino)pyrido[2,3-d]pyrimidin-7(8H)-one C(C)(=O)N1CCC(CC1)(OC)C1=CC2=C(N=C(N=C2N[C@H](C#C)C2=C(C(=CC=C2)C(F)(F)F)C)C)N(C1=O)C